5-(((9H-Fluoren-9-yl)methoxy)carbonyl)-5-azaspiro[2.4]heptane-6-carboxylic acid C1=CC=CC=2C3=CC=CC=C3C(C12)COC(=O)N1CC2(CC2)CC1C(=O)O